ethyl (2R)-2-[[(2R)-2-amino-4-[5-[bis(2-chloroethyl)amino]-1-methyl-benzimidazol-2-yl]butanoyl]amino]-4-methyl-pentanoate N[C@@H](C(=O)N[C@@H](C(=O)OCC)CC(C)C)CCC1=NC2=C(N1C)C=CC(=C2)N(CCCl)CCCl